2-thiophen-3-ylethyl-phosphonic acid S1C=C(C=C1)CCP(O)(O)=O